cis-3-((2-hydroxyethyl)amino)cyclobutyl (S)-1-(4-fluorophenyl)-3,4-dihydroisoquinoline-2(1H)-carboxylate FC1=CC=C(C=C1)[C@@H]1N(CCC2=CC=CC=C12)C(=O)O[C@@H]1C[C@@H](C1)NCCO